N-(4-(4-(4-cyclopropylpiperazin-1-yl)piperidin-1-yl)-2-methoxy-5-nitrophenyl)-6-(3-phenylisoxazolidin-2-yl)pyrimidin-4-amine C1(CC1)N1CCN(CC1)C1CCN(CC1)C1=CC(=C(C=C1[N+](=O)[O-])NC1=NC=NC(=C1)N1OCCC1C1=CC=CC=C1)OC